C(CCCCCCCCCCCCCCCCC)N(CCCCCCCCCCCCCCCCCC)[SiH2]C=C(C)C (dioctadecylamino)(dimethyl)vinylsilane